(E)-4-(6-(2-(3-methylbenzylidene)hydrazinyl)-9-(5-methylpyridin-3-yl)-9H-purin-2-yl)morpholine CC=1C=C(\C=N\NC2=C3N=CN(C3=NC(=N2)N2CCOCC2)C=2C=NC=C(C2)C)C=CC1